5-methyl-N-[rac-(1S)-2-[2-(3-amino-3-oxo-propyl)-2-(2-chloro-2-fluoro-acetyl)hydrazino]-1-(cyclopropylmethyl)-2-oxo-ethyl]isoxazole-3-carboxamide CC1=CC(=NO1)C(=O)N[C@H](C(=O)NN(C(C(F)Cl)=O)CCC(=O)N)CC1CC1 |r|